5-acetoxysalicylic acid C(C)(=O)OC1=CC=C(C(C(=O)O)=C1)O